pentaerythritol tetrakis(2-mercapto Acetate) SCC(=O)OCC(COC(CS)=O)(COC(CS)=O)COC(CS)=O